[C@H]1([C@H](O)[C@@H](O)[C@H](O)[C@H](O1)CO)OC(CO)CO 2-α-glucosylglycerol